(1R,5S,6s)-tert-Butyl 6-(3-(methylcarbamoyl)-1-((S)-1-phenylethyl)-1H-pyrazole-5-carboxamido)-3-azabicyclo[3.1.0]hexane-3-carboxylate CNC(=O)C1=NN(C(=C1)C(=O)NC1[C@@H]2CN(C[C@H]12)C(=O)OC(C)(C)C)[C@@H](C)C1=CC=CC=C1